COC1=CC=C(C=C1)C=1SC=C(N1)C(=O)OCC1=CSC=C1 Thiophen-3-ylmethyl 2-(4-methoxyphenyl)thiazole-4-carboxylate